COC(C1=C(C=C(C=C1)N)N1CC(CC(C1)C)C)=O 4-amino-2-(3,5-dimethylpiperidin-1-yl)benzoic acid methyl ester